FC1=C(C(=O)OCOC(N(CC=2SC(=NN2)C)C2=NC(=NC(=C2)OC[C@@H]2[C@H](C2)C2=NC=C(C=C2)C)C)=O)C=CC=C1 ({(2-Methyl-6-{[(1S,2S)-2-(5-methylpyridin-2-yl)cyclopropyl]methoxy}pyrimidin-4-yl)[(5-methyl-1,3,4-thiadiazol-2-yl)methyl]carbamoyl}oxy)methyl 2-fluorobenzoate